tert-butyl (2R,4R)-2-(methoxymethyl)-4-(5-(3-(trifluoro-methyl)phenyl)oxazole-2-carboxamido)pyrrolidine-1-carboxylate COC[C@@H]1N(C[C@@H](C1)NC(=O)C=1OC(=CN1)C1=CC(=CC=C1)C(F)(F)F)C(=O)OC(C)(C)C